2-fluoro-3-pyridineboronic acid FC1=NC=CC=C1B(O)O